ClC1(OC2=CC=CC=C2CC1)Cl dichlorochroman